vinyl(methyldiethoxysilyl) ether C(=C)O[Si](OCC)(OCC)C